FC(C(=O)O)(F)F.C(CCCCCCCCCCCCCCCCC)OC=1C=C(C(=O)OCC(=O)OCC2CNCC(O2)N2C(=O)NC(=O)C(C)=C2)C=C(C1OCCCCCCCCCCCCCCCCCC)OCCCCCCCCCCCCCCCCCC (6-(thymine-1-yl)morpholin-2-yl)methyl 2-((3,4,5-tris(octadecyloxy)benzoyl)oxy)acetate trifluoroacetic acid salt